(R)-2-methyl-N-((S)-1-(3-(((R)-tetrahydrofurane-3-yl)oxy)phenyl)ethyl)propane-2-sulfinamide CC(C)(C)[S@@](=O)N[C@@H](C)C1=CC(=CC=C1)O[C@H]1COCC1